1-[3-fluoro-5-(2-hydroxyethylamino)phenyl]-3-(2-hydroxymethylphenyl)urea FC=1C=C(C=C(C1)NCCO)NC(=O)NC1=C(C=CC=C1)CO